2-(3-(Benzyloxy)-4,5-difluorophenyl)-5-bromobenzo[d]oxazole C(C1=CC=CC=C1)OC=1C=C(C=C(C1F)F)C=1OC2=C(N1)C=C(C=C2)Br